C(\C=C\CCCC)=O (E)-2-heptenealdehyde